6-(4-carbamoyl-3-fluorophenyl)-N-(2-methyl-5-(2-(piperidin-1-yl)acetamido)pyridin-3-yl)pyrazolo[1,5-a]pyrazine-3-carboxamide C(N)(=O)C1=C(C=C(C=C1)C=1N=CC=2N(C1)N=CC2C(=O)NC=2C(=NC=C(C2)NC(CN2CCCCC2)=O)C)F